C1(CC1)N(C(=O)C=1C=CC2=C(OCC(N2)=O)C1)CC1=CC=C(C=C1)C(NC1=CC=C(C=C1)C(NCCCCCC)=O)=O N-cyclopropyl-N-(4-((4-(hexylcarbamoyl)phenyl)carbamoyl)benzyl)-3-oxo-3,4-dihydro-2H-benzo[b][1,4]oxazine-7-carboxamide